ClC1=C(C=CC=C1F)\C=N\CC1=CC=C(C=C1)OC (E)-1-(2-chloro-3-fluorophenyl)-N-(4-methoxybenzyl)methanimine